NC=1OC2=C(N1)C=CC(=C2)C=2C=CC=1N(C2)C(=CN1)C(=O)N1CC(OCC1)CO (6-(2-aminobenzo[d]oxazol-6-yl)imidazo[1,2-a]pyridin-3-yl)(2-(hydroxymethyl)morpholino)methanone